1-(2,6-dichloropyridin-4-yl)-3,3-difluorocyclobutanecarbonitrile ClC1=NC(=CC(=C1)C1(CC(C1)(F)F)C#N)Cl